C1(CCC1)CNCC=1NC2=CC(=CC=C2C1)CN1N=NC(=C1)C=1C(=NC=C(C1)CF)C#N 3-(1-((2-(((cyclobutylmethyl)amino)methyl)-1H-indol-6-yl)methyl)-1H-1,2,3-triazol-4-yl)-5-fluoromethylpyridinecarbonitrile